(Z)-2-((5-cyano-6-methyl-1-(4-(methylsulfonyl)phenyl)-2-oxoindolin-3-ylidene)methyl)-1H-indole-6-carboxylic acid methyl ester COC(=O)C1=CC=C2C=C(NC2=C1)\C=C\1/C(N(C2=CC(=C(C=C12)C#N)C)C1=CC=C(C=C1)S(=O)(=O)C)=O